C(C)S(=O)(=O)C1=CC=C(C=C1)CC(=O)NC1=CC=C(C=C1)C1=NC2=C(N1CCC1=CC=C(C=C1)C)C=C(C=C2)C 2-(4-(ethylsulfonyl)phenyl)-N-(4-(6-methyl-1-(4-methylphenylethyl)-1H-benzo[d]imidazol-2-yl)phenyl)acetamide